4-chloro-N-((1S,2R)-2-(3-(5-chloro-6-methoxypyridin-3-yl)-6-fluoro-2-methylphenyl)-1-(5-oxo-4,5-dihydro-1,3,4-oxadiazol-2-yl)propyl)-2-methoxybenzenesulfonamide ClC1=CC(=C(C=C1)S(=O)(=O)N[C@@H]([C@H](C)C1=C(C(=CC=C1F)C=1C=NC(=C(C1)Cl)OC)C)C=1OC(NN1)=O)OC